COC1=C(C=CC(=C1)N1CCN(CC1)C)NC1=CC(=NC=N1)N(C(=O)NC1=CC=CC=C1)C=1C=C(C=CC1)C(C(=O)N)=C (3-(1-(6-((2-methoxy-4-(4-methylpiperazin-1-yl)phenyl)amino)pyrimidin-4-yl)-3-phenyl-ureido)phenyl)acrylamide